CC1(C2=CC=CC=C2C3=C1C=C(C=C3)N(C4=CC=C(C=C4)C5=CC=CC=C5)C6=CC=C(C=C6)Br)C 2-amino-N-[(1,1'-biphenyl)-4-yl]-N-(4-bromophenyl)-9,9-dimethylfluorene